(R*)-2-[1-(4-ethoxy-2,6-difluorophenyl)-2-nitroethyl]malonic acid dimethyl ester COC(C(C(=O)OC)[C@@H](C[N+](=O)[O-])C1=C(C=C(C=C1F)OCC)F)=O |o1:8|